ClC=1C=CC(=C(C(=O)NCCC2=CC=C(C=C2)S(NO)(=O)=O)C1)OC 5-chloro-N-[2-(4-hydroxysulfamoyl-phenyl)-ethyl]-2-methoxy-benzamide